5-(4-methoxybenzyl)-N-(4-(5-((4-hydroxy-4-methylpentyl)oxy)-2-methylphenyl)pyridin-2-yl)-4H-1,2,4-triazole-3-carboxamide COC1=CC=C(CC=2NC(=NN2)C(=O)NC2=NC=CC(=C2)C2=C(C=CC(=C2)OCCCC(C)(C)O)C)C=C1